[Co].BrC=1C=C(C(=NC1C1OC(C(=N1)C(C)(C)C)(C1=CC=CC=C1)C1=CC=CC=C1)C1OC(C(=N1)C(C)(C)C)(C1=CC=CC=C1)C1=CC=CC=C1)Br dibromo[2,6-bis[4-(R)-tert-butyl-5,5-diphenyl-2-oxazolyl]pyridine] cobalt